CC1=NOC(=C1)CC(=O)NC1=NNC(=C1)[C@@H]1C[C@@H](CC1)OC=1C(=NC=CC1)C 2-(3-methylisoxazol-5-yl)-N-(5-((1S,3R)-3-((2-methylpyridin-3-yl)oxy)cyclopentyl)-1H-pyrazol-3-yl)acetamide